(1RS,3SR)-3-(5-chloro-6-((4-sulfamoylphenyl)amino)pyridin-3-yl)cyclopentyl ((S)-4,4,4-trifluorobutan-2-yl)carbamate FC(C[C@H](C)NC(O[C@H]1C[C@H](CC1)C=1C=NC(=C(C1)Cl)NC1=CC=C(C=C1)S(N)(=O)=O)=O)(F)F |&1:8,10|